C(C)(C)(C)OC(=O)NCCCCCCN(C(O)=O)CCCNC(=O)OC(C)(C)C (6-((tert-Butoxycarbonyl)amino)hexyl)(3-((tert-Butoxycarbonyl)amino)propyl)carbamic acid